1-(((5S,7S)-3-(3-(tert-butyl)-4-methylisoxazol-5-yl)-7-methyl-2-oxo-1-oxa-3-azaspiro[4.5]decan-7-yl)methyl)-1H-benzo[d]imidazole-6-carbonitrile C(C)(C)(C)C1=NOC(=C1C)N1C(O[C@]2(C1)C[C@@](CCC2)(C)CN2C=NC1=C2C=C(C=C1)C#N)=O